6-(7-((3-methoxy-1-piperidinyl)carbonyl)-2-quinoxalinyl)-2-methyl-1(2H)-isoquinolinone COC1CN(CCC1)C(=O)C1=CC=C2N=CC(=NC2=C1)C=1C=C2C=CN(C(C2=CC1)=O)C